ClC1=C(C=CC(=C1)C(F)(F)F)NC(CN1C=2N(C(C(=C1CC)N1CCNCC1)=O)N=C(N2)C2=CCCCO2)=O N-(2-chloro-4-(trifluoromethyl)phenyl)-2-(2-(3,4-dihydro-2H-pyran-6-yl)-5-ethyl-7-oxo-6-(piperazine-1-yl)-[1,2,4]triazolo[1,5-a]pyrimidin-4(7H)-yl)acetamide